6-(4-Hydroxybenzyl)-2,4-dimethyl-4,6-dihydro-5H-thiazolo[5',4':4,5]pyrrolo[2,3-d]pyridazin-5-one OC1=CC=C(CN2N=CC3=C(C2=O)N(C2=C3SC(=N2)C)C)C=C1